COC1=C(NCC#CC=2C=C(C3=C(N(C=N3)CC(F)(F)F)C2)C(=O)N[C@H]2[C@H](CN(CC2)C(=O)OC(C)(C)C)C)C=CC(=C1)S(=O)(=O)C tert-butyl (3S,4R)-4-[[6-[3-(2-methoxy-4-methylsulfonyl-anilino)prop-1-ynyl]-1-(2,2,2-trifluoroethyl)benzimidazole-4-carbonyl]amino]-3-methyl-piperidine-1-carboxylate